FC(O[C@@H]1CN(C[C@H]1NC1=NC=C(C=N1)F)C(=O)OC(C)(C)C)(C1=CC=C(C=C1)C(F)(F)F)F tert-butyl (3R,4R)-3-(difluoro(4-(trifluoromethyl)phenyl)methoxy)-4-((5-fluoropyrimidin-2-yl)amino)pyrrolidine-1-carboxylate